N1=C(C=CC=C1)CC(=O)NC1=NNC(=C1)[C@@H]1C[C@@H](CC1)CC(C)NC([O-])=O (1R,3S)-3-{3-[(pyridin-2-ylacetyl)amino]-1H-pyrazol-5-yl}cyclopentylpropan-2-ylcarbamate